CN1C2C=CC1CC2 7-methyl-7-azabicyclo[2.2.1]hept-2-ene